Cinnamic acid lauryl ester C(CCCCCCCCCCC)OC(C=CC1=CC=CC=C1)=O